C(C)OC(=O)C=1OC2=C(C1)C=CC(=C2F)S(NC=2C(=NC=C(C2)Cl)N2CCC(CC2)OCC)(=O)=O 6-(N-(5-chloro-2-(4-ethoxypiperidin-1-yl)pyridin-3-yl)sulfamoyl)-7-fluorobenzofuran-2-carboxylic acid ethyl ester